C(C1=CC=CC=C1)OC(=O)N[C@H](C(=O)OC(C)(C)C)CO tert-butyl (2S)-2-[[(benzyloxy)carbonyl]amino]-3-hydroxypropanoate